C(CCCCCC)OC(CCCCCCCCCCCCC/C=C/CCO)OCCCCCCC (3E)-18,18-diheptyloxy-3-octadecen-1-ol